1-methyl-1,3,5-triazin-2(1H)-one CN1C(N=CN=C1)=O